C(C)C1(COC1)COC1=CC=C(C=C1)C1=CC=C(C=C1)OCC1(COC1)CC bis(3-ethyl-3-oxetanylmethoxy)biphenyl